[N+](=O)([O-])[O-].[Rh+3].[N+](=O)([O-])[O-].[N+](=O)([O-])[O-] Rhodium nitrat